FC=1C(=C(C=NC1)NC(\C=C\C1=CC=C2C(=NN(C2=C1)C1OCCCC1)C)=O)C (2E)-N-(5-fluoro-4-methylpyridin-3-yl)-3-[3-methyl-1-(oxan-2-yl)indazol-6-yl]prop-2-enamide